ClC1=NSC(=N1)C1=NN=C2N1CCN([C@@H]2C)CC2=C(C=C(C=C2)OC)OC (R)-3-chloro-5-(7-(2,4-dimethoxybenzyl)-8-methyl-5,6,7,8-tetrahydro-[1,2,4]triazolo[4,3-a]pyrazin-3-yl)-1,2,4-thiadiazole